[2-(vinyloxy)ethyl]-amine C(=C)OCCN